2-((2S,3S)-3-aminotetrahydro-2H-pyran-2-yl)-3,5-dichloro-N-(2-fluorobenzyl)thieno[3,2-b]pyridin-7-amine hydrochloride Cl.N[C@@H]1[C@H](OCCC1)C1=C(C2=NC(=CC(=C2S1)NCC1=C(C=CC=C1)F)Cl)Cl